(S)-N-(4-(3-aminopiperidin-1-yl)-5-(4-fluoro-3-(trifluoromethyl)phenyl)pyridin-2-yl)-2-(2-fluoro-6-methoxyphenyl)pyrimidin-4-amine N[C@@H]1CN(CCC1)C1=CC(=NC=C1C1=CC(=C(C=C1)F)C(F)(F)F)NC1=NC(=NC=C1)C1=C(C=CC=C1OC)F